CN1N=CC(=C1)C=1C=CC=2N(C1)N=CC2N2CCN(CC2)C(=O)[O-] 4-[6-(1-methyl-1H-pyrazol-4-yl)pyrazolo[1,5-a]pyridin-3-yl]piperazine-1-carboxylate